4'-(3-(3,5,6-triphenylpyrazin-2-yl)phenyl)-2,2':6',2''-terpyridine C1(=CC=CC=C1)C=1C(=NC(=C(N1)C1=CC=CC=C1)C1=CC=CC=C1)C=1C=C(C=CC1)C1=CC(=NC(=C1)C1=NC=CC=C1)C1=NC=CC=C1